2-{4-[(2,2-Difluoroethyl)amino]-1H-pyrazol-1-yl}-N-(2,4-dimethoxybenzyl)-5-nitro-benzenesulfonamide FC(CNC=1C=NN(C1)C1=C(C=C(C=C1)[N+](=O)[O-])S(=O)(=O)NCC1=C(C=C(C=C1)OC)OC)F